epoxyBromopropane Benzyl-((4S,5R)-4-allyl-2-(4-methoxyphenyl)-1,3-dioxan-5-yl)carbamate C(C1=CC=CC=C1)N(C(O)=O)[C@H]1[C@@H](OC(OC1)C1=CC=C(C=C1)OC)CC=C.BrC1C(C)O1